NC1=NC=2C=C(C(=CC2C2=C1COC2)C(=O)N2[C@@H](CC[C@H](C2)C)C=2C=CC1=C(CCO1)C2)F |r| Rac-(4-amino-7-fluoro-1,3-dihydrofuro[3,4-c]quinolin-8-yl)((2s,5r)-2-(2,3-dihydrobenzofuran-5-yl)-5-methylpiperidin-1-yl)methanone